4'-(4-pentylcyclohexyl)-[1,1'-biphenyl] C(CCCC)C1CCC(CC1)C1=CC=C(C=C1)C1=CC=CC=C1